5-amino-3-[2-(1-hydroxycyclobutyl)ethyl]-1-methyl-benzimidazol-2-one NC1=CC2=C(N(C(N2CCC2(CCC2)O)=O)C)C=C1